tertbutyl (2-((5-((tert-butoxycarbonyl)amino)pentan-2-yl)oxy)pyridin-4-yl)(1-(tert-butyl)-3-((1S,3R)-3-((tert-butyldimethylsilyl)oxy)cyclopentyl)-1H-pyrazol-5-yl)carbamate C(C)(C)(C)OC(=O)NCCCC(C)OC1=NC=CC(=C1)N(C(OC(C)(C)C)=O)C1=CC(=NN1C(C)(C)C)[C@@H]1C[C@@H](CC1)O[Si](C)(C)C(C)(C)C